(R)-tert-butyl ((4-(N-(5-chloro-4-(cyclopentylmethoxy)-2-fluorobenzoyl)sulfamoyl)morpholin-2-yl)methyl)carbamate ClC=1C(=CC(=C(C(=O)NS(=O)(=O)N2C[C@H](OCC2)CNC(OC(C)(C)C)=O)C1)F)OCC1CCCC1